[6-[1-(2-trimethylsilylethoxymethyl)pyrazol-4-yl]-3,6-dihydro-2H-pyran-4-yl] trifluoromethanesulfonate FC(S(=O)(=O)OC=1CCOC(C1)C=1C=NN(C1)COCC[Si](C)(C)C)(F)F